4'-hydroxy-4-hydroxy-chalcone OC1=CC=C(C(/C=C/C2=CC=C(C=C2)O)=O)C=C1